1-(trans-4-((5-cyanopyridin-2-yl)amino)cyclohexyl)-1-(4-(1-methyl-1H-pyrazol-4-yl)phenyl)-3-((1S)-1-phenylethyl)urea C(#N)C=1C=CC(=NC1)N[C@@H]1CC[C@H](CC1)N(C(=O)N[C@@H](C)C1=CC=CC=C1)C1=CC=C(C=C1)C=1C=NN(C1)C